C(C)(C)(C)OC(NC1=CC(=C(C=C1)C)CCC1=CN=C(S1)N)=O (3-(2-(2-Aminothiazol-5-yl)ethyl)-4-methylphenyl)carbamic acid tert-butyl ester